FC(C1=CC=C2C(=CC=NC2=C1)NC1=C(C(=O)N2CCNCC2)C=CC=C1)(F)F 2-[(7-trifluoromethylquinolin-4-yl)amino]Benzoyl-piperazine